BrC1=CC(=C(C=C1)CS(=O)(=O)NC)I (4-bromo-2-iodophenyl)-N-methyl-methanesulfonamide